2-(4,4-difluoroazepan-1-yl)-6,7-dimethoxyquinoline-3-carboxylic acid FC1(CCN(CCC1)C1=NC2=CC(=C(C=C2C=C1C(=O)O)OC)OC)F